[Zn].N[C@@H](CCC(=O)NCC)C(=O)O L-theanine zinc